2,4,6-trichloro-2,4,6-triphenoxycyclotriphosphazene ClP1(=NP(=NP(=N1)(OC1=CC=CC=C1)Cl)(OC1=CC=CC=C1)Cl)OC1=CC=CC=C1